CN1NC2=C(C1=O)CC1CCC2N1C(=O)OC(C)(C)C racemic-tert-butyl 2-methyl-3-oxo-1,2,3,4,5,6,7,8-octahydro-5,8-epiminocyclohepta[c]pyrazole-9-carboxylate